6-(4-(benzo[4,5]imidazo[1,2-a]pyrimidin-2-yl)piperazin-1-yl)-N-(9H-fluoren-9-yl)hexanamide N=1C=2N(C=CC1N1CCN(CC1)CCCCCC(=O)NC1C3=CC=CC=C3C=3C=CC=CC13)C1=C(N2)C=CC=C1